ClCC1=C(C=CC=C1I)C1CC1 2-(chloromethyl)-1-cyclopropyl-3-iodobenzene